{1-[4-(4-Cyclopropylmethoxy-thiazol-2-yl)-2,6-difluoro-phenyl]-methyl}-propionic acid methyl ester COC(C(C)CC1=C(C=C(C=C1F)C=1SC=C(N1)OCC1CC1)F)=O